methyl-4-phenylbutan CCCCCC1=CC=CC=C1